(2S,3S,4R,5R)-5-(2-(5-chloropyridin-3-yl)-6-((6-methoxypyridin-2-yl)methylamino)-9H-purine-9-yl)-3,4-dihydroxy-N-(methyl-d3)-tetrahydrofuran-2-carboxamide ClC=1C=C(C=NC1)C1=NC(=C2N=CN(C2=N1)[C@H]1[C@@H]([C@@H]([C@H](O1)C(=O)NC([2H])([2H])[2H])O)O)NCC1=NC(=CC=C1)OC